N-(4-{[6-(5-Chloro-2-Fluorophenyl)-3-Methylpyridazin-4-yl]Amino}Pyridin-2-yl)-2-{4-[2-(Methylamino)Ethyl]Piperazin-1-yl}Acetamid ClC=1C=CC(=C(C1)C1=CC(=C(N=N1)C)NC1=CC(=NC=C1)NC(CN1CCN(CC1)CCNC)=O)F